C(C)(C)(C)NS(=O)(=O)C=1C=C(C=CC1)NC(C1=C(N=C(C=C1)N1CCOCC1)N1CCC2(CC2)CC1)=O N-(3-(N-(tert-butyl)sulfamoyl)phenyl)-6-morpholino-2-(6-azaspiro[2.5]octan-6-yl)nicotinamide